CC1=C(C(=C(C1([Hf](C1(C=CC2=CC=3CC(CC3C=C12)(C)C)C)(C)C)C)C)C)C Pentamethylcyclopentadienyl-dimethyl-(1,6,6-trimethyl-1,5,6,7-tetrahydro-s-indacenyl)hafnium